CN(CCCCNC(C1=CC=C(C=C1)[123I])=O)C N-(4-(dimethylamino)butyl)-4-[123I]iodobenzamide